5-methyl-2-oxo-1,3-dioxolene CC1=COC(O1)=O